FC(C1=NN=C(O1)C1=CC(=C(CN(C(=S)N2CC3(C2)CNC3)C3=CC(=CC=C3)F)C=C1)F)F N-(4-(5-(difluoromethyl)-1,3,4-oxadiazol-2-yl)-2-fluorobenzyl)-N-(3-fluorophenyl)-2,6-diazaspiro[3.3]heptane-2-thioamide